C(C)N1C[C@@H](CCC1)NC1=C2C(=C(N=N1)C1=C(C=C(C=C1)C(F)(F)F)O)OC=C2 2-[4-[[(3R)-1-ethyl-3-piperidinyl]amino]furo[2,3-d]pyridazin-7-yl]-5-(trifluoromethyl)phenol